tert-butyl 3,3-difluoro-4-oxo-2H-quinoline-1-carboxylate FC1(CN(C2=CC=CC=C2C1=O)C(=O)OC(C)(C)C)F